Cl.C1(CCC1)NCC1=CC=CC=C1 (S)-cyclobutyl-(phenyl)methylamine hydrochloride